FC(C=1C(NN=C(C1)N1C[C@H](OCC1)C(=O)N1CCN(CC1)C1=NC=C(C=N1)C(F)(F)F)=O)(F)F (S)-4-(trifluoromethyl)-6-(2-(4-(5-(trifluoromethyl)pyrimidin-2-yl)piperazine-1-carbonyl)morpholino)pyridazin-3(2H)-one